methanol-14C [14CH3]O